bis(4-methylphenyl)phenylsulfide CC1=CC=C(C=C1)C=1C(=C(C=CC1)SC1=C(C(=CC=C1)C1=CC=C(C=C1)C)C1=CC=C(C=C1)C)C1=CC=C(C=C1)C